(1'S,5'S)-8'-hydroxy-5'-methyl-7',9'-dioxo-N-(2,4,6-trifluorobenzyl)-4',5',7',9'-tetrahydro-3'H-spiro[cyclobutane-1,2'-[1,6]methanopyrido[1,2-b][1,2,5]triazonine]-10'-carboxamide OC=1C(C(=CN2N3C4(CC[C@@H](N(C(C21)=O)C3)C)CCC4)C(=O)NCC4=C(C=C(C=C4F)F)F)=O